(S)-5-(Azetidin-2-ylmethoxy)-2-methyl-N-(1-(7-(prop-1-yn-1-yl)quinolin-5-yl)cyclopropyl)benzamide N1[C@@H](CC1)COC=1C=CC(=C(C(=O)NC2(CC2)C2=C3C=CC=NC3=CC(=C2)C#CC)C1)C